N4-(cyclobutylmethyl)-N2-(2-methoxy-4-((4-morpholinopiperidin-1-yl)sulfonyl)phenyl)-5-(trifluoromethyl)-7H-pyrrolo[2,3-d]pyrimidine-2,4-diamine C1(CCC1)CNC=1C2=C(N=C(N1)NC1=C(C=C(C=C1)S(=O)(=O)N1CCC(CC1)N1CCOCC1)OC)NC=C2C(F)(F)F